2-chloro-4-(3-methoxypyridin-2-yl)pyrimidine ClC1=NC=CC(=N1)C1=NC=CC=C1OC